C(=O)[O-].C(CC)N1C=[N+](C=C1)C 1-propyl-3-methylimidazolium formate